BrC1=CC=CC=2C=3N(C(=NC12)NC=1C(N=CC=CC1)=O)N=C(N3)C3=CC(=CC=C3)F (3S)-3-{[7-bromo-2-(3-fluorophenyl)[1,2,4]triazolo[1,5-c]quinazolin-5-yl]amino}azepin-2-one